3-amino-5-ethyl-6-(1-methyl-1H-benzo[d]imidazol-4-yl)picolinonitrile NC=1C(=NC(=C(C1)CC)C1=CC=CC=2N(C=NC21)C)C#N